N1C=NC=2C1=C1CCCN(C1=CC2)C(=O)[O-] 8,9-dihydro-7H-imidazo[4,5-f]quinoline-6-carboxylate